BrC=1C=CC(=C(C1)S(=O)(=O)C=1N=NN(C1)CC1OCC(CO1)(C)C)C 4-((5-bromo-2-methylphenyl)sulfonyl)-1-((5,5-dimethyl-1,3-dioxan-2-yl)methyl)-1H-1,2,3-triazole